4-((1-methylethyl)sulfonamido)-3-(4-(2-((1-methylethyl)sulfonamido)ethyl)phenyl)-N-(3-((2-(prop-2-yn-1-yloxy)ethyl)amino)propyl)butanamide CC(C)S(=O)(=O)NCC(CC(=O)NCCCNCCOCC#C)C1=CC=C(C=C1)CCNS(=O)(=O)C(C)C